5-Fluoro-6-(2-methoxyethoxy)-3-[3-(4-{3-[(3R)-3-methylmorpholin-4-yl]azetidine-1-carbonyl}phenyl)-1,2-oxazol-5-yl]-1H-indazole FC=1C=C2C(=NNC2=CC1OCCOC)C1=CC(=NO1)C1=CC=C(C=C1)C(=O)N1CC(C1)N1[C@@H](COCC1)C